methylbenzene-1,4-diamine CC1=C(C=CC(=C1)N)N